4-(1,1-dimethyl-2-((1E,3E,5E)-6-(N-phenyl acetamido)-hexa-1,3,5-trienyl)-1H-benzo[e]indolium-3-yl)-butane-sulfonate CC1(C(=[N+](C=2C=CC3=C(C12)C=CC=C3)CCCCS(=O)(=O)[O-])\C=C\C=C\C=C\N(C(C)=O)C3=CC=CC=C3)C